(3S)-N-(((2S,5R)-6-hydroxy-7-oxo-1,6-diazabicyclo[3.2.1]octan-2-yl)(imino)methyl)-1-methylpiperidine-3-carboxamide ON1[C@@H]2CC[C@H](N(C1=O)C2)C(NC(=O)[C@@H]2CN(CCC2)C)=N